2-((5-(5-(((1R,5S,7s)-9-acetyl-3-oxa-9-azabicyclo[3.3.1]nonan-7-yl)oxy)-2-methylpyridin-4-yl)pyrazolo[1,5-a]pyridin-2-yl)amino)-N-methylisonicotinamide C(C)(=O)N1[C@H]2COC[C@@H]1CC(C2)OC=2C(=CC(=NC2)C)C2=CC=1N(C=C2)N=C(C1)NC=1C=C(C(=O)NC)C=CN1